N1(N=CC=C1)C1=CC=C(CN(C=2OC=C(N2)CN2CCOCC2)CC2=CC(=CC=C2)OC)C=C1 N-(4-(1H-pyrazol-1-yl)benzyl)-N-(3-methoxybenzyl)-4-(morpholinomethyl)oxazol-2-amine